ClC1=CC=C(OCC(=O)NC2C(CN(CC2)C(CCCC2=CC=C(C=C2)Cl)=O)F)C=C1 2-(4-Chlorophenoxy)-N-(1-(4-(4-chlorophenyl)butanoyl)-3-fluoropiperidin-4-yl)acetamid